2-fluoro-N-[(1R,3S)-3-{[6-fluoro-2-(trifluoromethyl)quinolin-4-yl]amino}cyclohexyl]-4-methanesulfonylbenzamide FC1=C(C(=O)N[C@H]2C[C@H](CCC2)NC2=CC(=NC3=CC=C(C=C23)F)C(F)(F)F)C=CC(=C1)S(=O)(=O)C